8-methylnonyl 3-((4-((1-methylpiperidin-4-yl)amino)-3-(2-octyldodecanamido)-4-oxobutyl)thio)propanoate CN1CCC(CC1)NC(C(CCSCCC(=O)OCCCCCCCC(C)C)NC(C(CCCCCCCCCC)CCCCCCCC)=O)=O